(E)-(4-(1-(3-(2-((5,6-difluoro-2,3-dihydro-1H-inden-2-yl)amino)pyrimidine-5-yl)acryloyl)-3-methylazetidin-3-yl)-1H-1,2,3-triazol-1-yl)methyl pivalate C(C(C)(C)C)(=O)OCN1N=NC(=C1)C1(CN(C1)C(\C=C\C=1C=NC(=NC1)NC1CC2=CC(=C(C=C2C1)F)F)=O)C